(2,2-difluoroethyl)-N-(2-(3,3-dimethylbut-1-yn-1-yl)pyridin-4-yl)-6-fluoro-[1,2,4]triazolo[4,3-a]quinazolin-5-amine FC(CC1=NN=C2N1C1=CC=CC(=C1C(=N2)NC2=CC(=NC=C2)C#CC(C)(C)C)F)F